CC1=C(C2=C(N=N1)SC1=C2N=CN=C1NC(C)C1=CC=C(C=C1)C(C)(C)O)C 2-[4-[1-[(3,4-dimethylpyrimido[4',5':4,5]thieno[2,3-c]pyridazin-8-yl)amino]ethyl]phenyl]propan-2-ol